2-([1,1'-biphenyl]-4-yl)-2-hydroxybutyric acid C1(=CC=C(C=C1)C(C(=O)O)(CC)O)C1=CC=CC=C1